NCC1CN(C1)C(=O)C1CN(C1)C(=O)C1=C(C=C(C=C1)NC(=O)C=1N(C(=CN1)C1=C(C(=C(C=C1)OC)F)F)C)Cl N-[4-[3-[3-(aminomethyl)azetidine-1-carbonyl]azetidine-1-carbonyl]-3-chloro-phenyl]-5-(2,3-difluoro-4-methoxy-phenyl)-1-methyl-imidazole-2-carboxamide